ClC=1C=CC2=C(COCC[C@]23N=C2N(C=C(C=C2OC(F)F)C(F)(F)F)C3)C1F (S)-8-chloro-8'-(difluoromethoxy)-9-fluoro-6'-(trifluoromethyl)-3,4-dihydro-1H,3'H-spiro[benzo[c]oxepin-5,2'-imidazo[1,2-a]pyridine]